FC1=C(OC2=CC=C(C=C2)NC(OCC=2C(=C3C(N(CC3=CC2)C2C(NC(CC2)=O)=O)=O)OC(C)C)=O)C=CC=C1 [2-(2,6-dioxopiperidin-3-yl)-3-oxo-4-(propan-2-yloxy)-2,3-dihydro-1H-isoindol-5-yl]methyl N-[4-(2-fluorophenoxy)phenyl]carbamate